(R)-2-((4-fluoro-3,5-dimethylphenyl)amino)-6-(((R)-1-(5-fluoropyridin-2-yl)propyl)amino)-N-hydroxyhexanamide FC1=C(C=C(C=C1C)N[C@@H](C(=O)NO)CCCCN[C@H](CC)C1=NC=C(C=C1)F)C